3-difluoromethyl-5-fluoro-4-phenyl-1-(naphthalen-2-yl)-1H-pyrazole FC(C1=NN(C(=C1C1=CC=CC=C1)F)C1=CC2=CC=CC=C2C=C1)F